COC(C1=C(N=C(C=C1C)N1CC(N(CC1)C(=O)C1=CC=C2C(=N1)C(CN2C2=CC(=C(C=C2)Cl)F)(CC)CC)(C)C)C)=O 6-(4-(1-(4-chloro-3-fluorophenyl)-3,3-diethyl-2,3-dihydro-1H-pyrrolo[3,2-b]pyridine-5-carbonyl)-3,3-dimethylpiperazin-1-yl)-2,4-dimethylnicotinic acid methyl ester